C(C)(=O)NC1=NC(N([C@H]2[C@H](OCOCCC(COC(C)=O)OC(C)=O)[C@H](O)[C@@H](CO)O2)C=C1)=O N4-Acetyl-2'-O-(3,4-Diacetoxybutoxymethyl)Cytidine